p-terpiperidine N1(CCCCC1)N1CCC(CC1)N1CCCCC1